cis-1-acetyl-8-(dimethylamino)-3-(4-methoxybenzyl)-8-phenyl-1,3-diazaspiro[4.5]decan-2-one C(C)(=O)N1C(N(CC12CCC(CC2)(C2=CC=CC=C2)N(C)C)CC2=CC=C(C=C2)OC)=O